5-[(2R,6S)-2-methyl-6-[[4-(4-piperazin-1-yl-2-pyridyl)piperazin-1-yl]methyl]morpholin-4-yl]quinoline-8-carbonitrile C[C@@H]1CN(C[C@@H](O1)CN1CCN(CC1)C1=NC=CC(=C1)N1CCNCC1)C1=C2C=CC=NC2=C(C=C1)C#N